8-bromo-4-chloro-2-(trifluoromethyl)quinoline-3-carbonyl chloride BrC=1C=CC=C2C(=C(C(=NC12)C(F)(F)F)C(=O)Cl)Cl